(1S,4S)-4-(6-(2-hydroxy-6-methyl-4-(trifluoromethyl)phenyl)-2H-pyrazolo[3,4-b]pyrazin-2-yl)cyclohexane-1-carbonitrile OC1=C(C(=CC(=C1)C(F)(F)F)C)C=1C=NC=2C(N1)=NN(C2)C2CCC(CC2)C#N